[Br-].OCC[N+]1=CC=C(C=C1)C 1-(2-hydroxyethyl)-4-methylpyridinium bromide